1-(5-chloro-2-hydroxymethylphenyl)-3-[3-(2-hydroxyethylamino)-5-trifluoromethoxyphenyl]urea ClC=1C=CC(=C(C1)NC(=O)NC1=CC(=CC(=C1)OC(F)(F)F)NCCO)CO